2-amino-3-bromo-5-methyl-benzamide NC1=C(C(=O)N)C=C(C=C1Br)C